[(3R,3'R)-3'-hydroxy-1,4-dihydro-1'H,2H-spiro[isoquinoline-3,4'-piperidin]-1'-yl](5-methylimidazo[1,2-a]pyrimidin-2-yl)methanone O[C@@H]1CN(CC[C@@]12NCC1=CC=CC=C1C2)C(=O)C=2N=C1N(C(=CC=N1)C)C2